(Z)-1-(1-(1-methyl-4-(trifluoromethyl)-1H-imidazol-2-yl)piperidin-4-yl)ethan-1-one oxime CN1C(=NC(=C1)C(F)(F)F)N1CCC(CC1)\C(\C)=N/O